NCC1=CC=C(C=C1)CNC1=C(C(=NN1C(=O)C1=COC(=C1)C)C1N(CC1)C(CN1CCOCC1)=O)C 1-{2-[5-({[4-(aminomethyl)phenyl]methyl}amino)-4-methyl-1-(5-methylfuran-3-carbonyl)-1H-pyrazol-3-yl]azetidin-1-yl}-2-(morpholin-4-yl)ethan-1-one